N1C=NC(=C1)COC1=CC2=C(CC(O2)(C)C)C=C1NC(=O)C=1C=NN2C1N=CC=C2 N-[6-(1H-Imidazol-4-ylmethoxy)-2,2-dimethyl-3H-benzofuran-5-yl]pyrazolo[1,5-a]pyrimidine-3-carboxamide